Cl.FC=1C=C2C(=CN=CC2=CC1)N 6-fluoroisoquinolin-4-amine hydrogen chloride